6-(3-isopropyl-2-oxoimidazolidin-1-yl)-4-((2-methoxy-3-(2-methyl-2H-1,2,3-triazol-4-yl)phenyl)amino)-N-(methyl-d3)pyridazine-3-carboxamide C(C)(C)N1C(N(CC1)C1=CC(=C(N=N1)C(=O)NC([2H])([2H])[2H])NC1=C(C(=CC=C1)C1=NN(N=C1)C)OC)=O